2-(hydroxymethyl)-N-(4-hydroxyphenyl)-N-methylpent-4-enamide OCC(C(=O)N(C)C1=CC=C(C=C1)O)CC=C